4-bromo-N,N'-diphenyl-benzoyl-hydrazine BrC1=CC=C(C(=O)N(NC2=CC=CC=C2)C2=CC=CC=C2)C=C1